glyceryl monostearate monobehenate C(CCCCCCCCCCCCCCCCCCCCC)(=O)O.C(CCCCCCCCCCCCCCCCC)(=O)OCC(O)CO